heptadecane-1,4-diol C(CCC(CCCCCCCCCCCCC)O)O